5-bromo-4-((2-fluoro-4,6-dimethylbenzyl)oxy)thiophene-2-carboxylic acid methyl ester COC(=O)C=1SC(=C(C1)OCC1=C(C=C(C=C1C)C)F)Br